ClC1=CC=C(OC2=C(C=C(C=C2F)S(=O)(=O)N2C3(CN(CC2CC3)C(=O)N3CCCCC3)C(=O)NO)F)C=C1 8-((4-(4-chlorophenoxy)-3,5-difluorophenyl)sulfonyl)-N-hydroxy-3-(piperidine-1-carbonyl)-3,8-diazabicyclo[3.2.1]octane-1-carboxamide